O1C(OCC1)CC(=C)C 3-(1,3-dioxolan-2-yl)-2-methyl-1-propene